tert-butyl 8-methyl-7-(2-((2-((methylsulfonyl)methyl)pyridin-4-yl)amino)-5,8-dihydropyrido[3,4-d]pyrimidin-7(6H)-yl)-2,3-dihydro-1H-pyrido[2,3-b][1,4]oxazine-1-carboxylate CC1=C(C=NC=2OCCN(C21)C(=O)OC(C)(C)C)N2CC=1N=C(N=CC1CC2)NC2=CC(=NC=C2)CS(=O)(=O)C